2-(3-(1-([1,1'-biphenyl]-4-carbonyl)piperidin-3-yl)phenoxy)-2-methylpropanoic acid methyl ester COC(C(C)(C)OC1=CC(=CC=C1)C1CN(CCC1)C(=O)C1=CC=C(C=C1)C1=CC=CC=C1)=O